BrC=1C=2N(C=CC1)N=CC2C(=O)OC methyl 4-bromopyrazolo[1,5-a]pyridine-3-carboxylate